(S)-2-((4-((6-((4-bromo-2-fluorophenoxy)methyl)pyridin-2-yl)oxy)piperidine-1-yl)methyl)-1-(oxetan-2-ylmethyl)-1H-benzo[d]imidazole-6-carboxylic acid BrC1=CC(=C(OCC2=CC=CC(=N2)OC2CCN(CC2)CC2=NC3=C(N2C[C@H]2OCC2)C=C(C=C3)C(=O)O)C=C1)F